1-(6-amino-5-(3-fluoro-4-((4-methylpyrimidin-2-yl)oxy)phenyl)pyrimidin-4-yl)piperidine NC1=C(C(=NC=N1)N1CCCCC1)C1=CC(=C(C=C1)OC1=NC=CC(=N1)C)F